methyl 2-(1-(cyclopropylmethyl)-7-(1-((1R,4R)-4-hydroxycyclohexane-1-carbonyl)azetidin-3-yl)-1H-indol-2-yl)-4-methoxy-3-methylpyrazolo[1,5-a]pyridine-6-carboxylate C1(CC1)CN1C(=CC2=CC=CC(=C12)C1CN(C1)C(=O)C1CCC(CC1)O)C1=NN2C(C(=CC(=C2)C(=O)OC)OC)=C1C